C(#N)C1=CC=C(C=N1)[C@@H](C=1N=NN(C1)C1(CC1)C(F)(F)F)NC=1C=C2C(=C(C=NC2=C(C1)C#N)C#N)NCC(C)(C)C (S)-6-(((6-cyanopyridin-3-yl)(1-(1-(trifluoromethyl)cyclopropyl)-1H-1,2,3-triazol-4-yl)methyl)amino)-4-(neopentylamino)quinoline-3,8-dicarbonitrile